ClC=1C=C(C=CC1F)N1C(=C(C2=C(C=CC=C12)OCOC)I)C1CCOCC1 1-(3-chloro-4-fluoro-phenyl)-3-iodo-4-(methoxymethoxy)-2-tetrahydropyran-4-yl-indole